4-cyclopropyl-2-(4-fluoro-2-methylphenoxy)-N-(4-fluoro-3-(1-fluoro-3-hydroxypropyl)phenyl)-5-(trifluoromethyl)benzamide C1(CC1)C1=CC(=C(C(=O)NC2=CC(=C(C=C2)F)C(CCO)F)C=C1C(F)(F)F)OC1=C(C=C(C=C1)F)C